C(C)(C)(C)OC(=O)N1C[C@H](CCC1)COS(=O)(=O)C (3S)-3-(methylsulfonyloxymethyl)piperidine-1-carboxylic acid tert-butyl ester